6-methyl 1,3-dihydro-2H-pyrrolo[3,4-c]pyridine-2,6-dicarboxylate C1N(CC=2C=NC(=CC21)C(=O)OC)C(=O)[O-]